methyl (4-(2,6-dimethylphenyl)-2-oxo-2H-pyrano[2,3-b]pyridin-7-yl)prolinate CC1=C(C(=CC=C1)C)C1=CC(OC2=NC(=CC=C21)N2[C@@H](CCC2)C(=O)OC)=O